ClC1=CC(=CN1CC(F)F)C(=O)N[C@H]1C[C@H](CCC1)NC1=CC(=NC2=CC=C(C=C12)Cl)C(F)(F)F 5-chloro-N-[(1r,3s)-3-{[6-chloro-2-(trifluoromethyl)quinolin-4-yl]amino}cyclohexyl]-1-(2,2-difluoroethyl)-1H-pyrrole-3-carboxamide